methyl 2-(1-(3-(2-carbamoyl-6-(trifluoromethoxy)-1H-indol-1-yl)phenyl)cyclopropyl)acetate C(N)(=O)C=1N(C2=CC(=CC=C2C1)OC(F)(F)F)C=1C=C(C=CC1)C1(CC1)CC(=O)OC